1-(3-bromo-4-fluorophenyl)-3-methylcyclobutane-1-carbonitrile BrC=1C=C(C=CC1F)C1(CC(C1)C)C#N